2,4-dichloro-6-[3-oxabicyclo[3.1.0]hex-1-yl]pyridinecaprylyl-decyl alcohol ClC1(NC(=CC(=C1)Cl)C12COCC2C1)CCCCCCCC(=O)CCCCCCCCCCO